BrC1=C(C=NN1C)C(=O)NCCO 5-bromo-N-(2-hydroxyethyl)-1-methyl-1H-pyrazole-4-carboxamide